methyl N-[5-[6-[4-(4-fluoro-3-methoxy-phenyl)-5-(methoxymethyl)-1,2,4-triazol-3-yl]-8-methyl-imidazo[1,2-a]pyridin-3-yl]-2-pyridyl]carbamate FC1=C(C=C(C=C1)N1C(=NN=C1COC)C=1C=C(C=2N(C1)C(=CN2)C=2C=CC(=NC2)NC(OC)=O)C)OC